1-(5-Bromo-2-methyl-1,2,4-triazol-3-yl)-4-(trifluoromethyl)piperidin BrC=1N=C(N(N1)C)N1CCC(CC1)C(F)(F)F